C1(CC1)/C=C/C1=NN(C=2C1=NC=C(N2)N2CC(C2)[C@@H]2CN(CCC2)CCO)[C@H](C)C2=C(C=C(C=C2)Cl)Cl 2-[(3R)-3-(1-{3-[(1E)-2-cyclopropylvinyl]-1-[(1R)-1-(2,4-dichlorophenyl)ethyl]pyrazolo[4,3-b]pyrazin-6-yl}azetidin-3-yl)piperidin-1-yl]ethan-1-ol